COC=1C(C2=CC=C(C=C2C(C1)=O)O)=O 2-methoxy-6-hydroxy-1,4-naphthoquinone